C(C)(=O)[O-].C(C)(=O)[O-].C(CCCCCCC)[NH-] N-octylamide diacetate